C1(CC1)C(=O)C1CCN(CC1)C(=O)C=1C=NC2=CC(=C(C=C2C1N1CCC2(OCCO2)CC1)F)F (4-(cyclopropanecarbonyl)piperidin-1-yl)(6,7-difluoro-4-(1,4-dioxa-8-azaspiro[4.5]decan-8-yl)quinolin-3-yl)methanone